Methyl 4-((4-fluorobenzyl)oxy)quinoline-2-carboxylate FC1=CC=C(COC2=CC(=NC3=CC=CC=C23)C(=O)OC)C=C1